ClC1=C(C=C(C=C1)OC)NC=1C(=NC=CC1)C(F)(F)F N-(2-chloro-5-methoxyphenyl)-2-(trifluoromethyl)pyridin-3-amine